[4-Chloro-6-(6-trifluoromethyl-pyridin-2-yl)-[1,3,5]triazin-2-yl]-(3-oxa-bicyclo[3.1.0]hex-6-yl)-amine ClC1=NC(=NC(=N1)C1=NC(=CC=C1)C(F)(F)F)NC1C2COCC12